(2S,3S)-2,3-difluoro-N-(4-((4-hydroxybenzyl)amino)phenyl)octanamide F[C@@H](C(=O)NC1=CC=C(C=C1)NCC1=CC=C(C=C1)O)[C@H](CCCCC)F